COCCOCC12CN(CC(CC1)C2)C(=O)OC(C)(C)C tert-butyl 1-((2-methoxyethoxy) methyl)-3-azabicyclo[3.2.1]octane-3-carboxylate